tert-Butyl 2-[4-{5-chloro-2-[5-(difluoromethyl)-1,2-oxazol-3-yl]phenyl}-5-methoxy-2-oxopyridin-1(2H)-yl]butanoate ClC=1C=CC(=C(C1)C1=CC(N(C=C1OC)C(C(=O)OC(C)(C)C)CC)=O)C1=NOC(=C1)C(F)F